Cl.C(C)=O ethan-1-one Hydrochloride